COC=1C=C(C(=O)NC2CCN(CC2)C)C=CC1NC1=NC=C(C(=N1)OC1=C2C(N(C3(C2=CC=C1)CC3)C)=O)C(F)(F)F 3-methoxy-4-((4-((2'-methyl-3'-oxospiro[cyclopropane-1,1'-isoindolin]-4'-yl)oxy)-5-(trifluoromethyl)pyrimidin-2-yl)amino)-N-(1-methylpiperidin-4-yl)benzamide